BrC=1C(=NN(C1)C1=NC=C(C=C1)[N+](=O)[O-])C(F)F 2-[4-bromo-3-(difluoromethyl)pyrazol-1-yl]5-Nitro-pyridine